S1C=NC(=C1)C(=O)OC1CN(C1)C=1N=C(C2=C(N1)CC[S+]2[O-])NC2CCN(CC2)C(C)=O [1-[4-[(1-acetyl-4-piperidyl)amino]-5-oxido-6,7-dihydrothieno[3,2-d]pyrimidin-5-ium-2-yl]-azetidin-3-yl] thiazole-4-carboxylate